FC1=CC=C(C=C1)C1=NOC(=C1C1=CC=NC=C1)CC(=O)O 2-[3-(4-fluorophenyl)-4-(pyridin-4-yl)-1,2-oxazol-5-yl]acetic acid